rac-2-methyl-N-(2,3,3-trimethylbicyclo[2.2.1]heptan-2-yl)propane-2-sulfinamide CC(C)(C)S(=O)NC1(C2CCC(C1(C)C)C2)C